C(C)(C)(C)OC(=O)N1CC(C1)(C)OC 3-methoxy-3-methyl-azetidine-1-carboxylic acid tert-butyl ester